C(CCCCCCCCCCCCCCC(C)C)C(C(C(=O)O)O)(C(=O)O)CCCCCCCCCCCCCCCC(C)C.OCC(C)(CO)C Neopentyl Glycol Diisostearyl-malate